Cl.C(N)[2H] methan-d-amine hydrochloride